C(#N)C1=CC=CC2=CC=CC(=C12)C#N 1,8-dicyanonaphthalene